C=12C=3C=CC=C(NC4CNC(C(NCCCN5C=NC(C=CC1)=C25)=O)C4)N3 7,10,13,17,19,26-hexazapentacyclo[15.6.1.12,6.18,11.020,24]hexacosa-1(23),2(26),3,5,18,20(24),21-heptaen-12-one